COC(CN(C(=O)C=1NC=CC1)C)OC N-(2,2-dimethoxyethyl)-N-methyl-1H-pyrrole-2-carboxamide